2'-chloro-4'-((3-methyloxetan-3-yl)methoxy)-4,5,5',6'-tetrahydro-2H-spiro[furan-3,8'-pyrano[3,4-b]pyridine] ClC1=CC(=C2C(=N1)C1(OCC2)COCC1)OCC1(COC1)C